NC[C@@H]1CCC=2C=3C1=C1C(=NC3C=C(C2C)F)C2=CC3=C(C(N2C1)=O)COC([C@]3(O)CC)=O (1r,9s)-1-(aminomethyl)-9-ethyl-5-fluoro-9-hydroxy-4-methyl-1,2,3,9,12,15-hexahydro-10h,13h-benzo[de]pyrano[3',4':6,7]indolizino[1,2-b]quinoline-10,13-dione